C(CC)S(=O)(=O)OC methyl propansulfonate